N-(4-{2-[(3S)-3-(dimethylamino)pyrrolidinyl]-2-oxoethyl}phenyl){[(4-chlorophenyl)methyl]amino}carboxamide CN([C@@H]1CN(CC1)C(CC1=CC=C(C=C1)NC(=O)NCC1=CC=C(C=C1)Cl)=O)C